N1=CN=CC(=C1)C1=CC2=C(N=C(S2)NC2=NC=CC(=C2)CN2CCCC2)C=C1 6-(pyrimidin-5-yl)-N-(4-(pyrrolidin-1-ylmethyl)-pyridin-2-yl)benzo[d]-thiazol-2-amine